NC=1C(NC(N(N1)C1=CC(=C(C(=C1)Cl)OC=1C(=C2C3(C(NC2=CC1)=O)CC3)F)Cl)=O)=O 6-amino-2-(3,5-dichloro-4-((4'-fluoro-2'-oxospiro[cyclopropane-1,3'-indoline]-5'-yl)oxy)phenyl)-1,2,4-triazine-3,5(2h,4h)-dione